Cl.NCC1=C(C(=NC=C1)Cl)N 4-(aminomethyl)-2-chloropyridin-3-amine hydrochloride